OC1(CCN(CC1)C1=C(C=C(C=C1)C(F)(F)F)NS(=O)(=O)C=1C=C(C(=O)O)C=CC1OC)C 3-(N-(2-(4-hydroxy-4-methylpiperidin-1-yl)-5-(trifluoromethyl)phenyl)sulfamoyl)-4-methoxybenzoic acid